(S)-1-(4-amino-3-((2-cyclopropyl-2H-indazol-6-yl)ethynyl)-1-(pyrrolidin-3-yl)-1H-pyrazolo[4,3-c]pyridin-7-yl)ethanone NC1=NC=C(C2=C1C(=NN2[C@@H]2CNCC2)C#CC=2C=CC1=CN(N=C1C2)C2CC2)C(C)=O